BrC=1C=CC=2N(C1)C(=CN2)CCN(C(OC(C)(C)C)=O)C tert-butyl (2-(6-bromoimidazo[1,2-a]pyridin-3-yl)ethyl)(methyl)carbamate